methyl-hydroxylamine phosphate P(=O)(O)(O)O.CNO